CC1=NOC(=C1C=1C=C(OC=2C=CC(=C(C2)NC(CCN2CCCCC2)=O)C)C=C(C1)NS(=O)(=O)CC)C N-(5-(3-(3,5-dimethylisoxazol-4-yl)-5-(ethylsulfonamido)phenoxy)-2-methylphenyl)-3-(piperidin-1-yl)propanamide